4-benzyl-7-bromo-3-(difluoromethyl)-3,4-dihydroquinoxalin-2(1H)-one C(C1=CC=CC=C1)N1C(C(NC2=CC(=CC=C12)Br)=O)C(F)F